6-chloro-3-(3-methoxy-4-((5-(4-methylpiperazin-1-yl)pentyl)oxy)benzylidene)chroman-4-one ClC=1C=C2C(C(COC2=CC1)=CC1=CC(=C(C=C1)OCCCCCN1CCN(CC1)C)OC)=O